C1(CC1)NC(C1=C(C=C(C=C1OC)C1=CN=C2N1C=CC(=C2)OCC=2N(C=CN2)CC)OC(F)F)=O N-cyclopropyl-2-(difluoromethoxy)-4-[7-[(1-ethylimidazol-2-yl)methoxy]imidazo[1,2-a]pyridin-3-yl]-6-methoxy-benzamide